diethyl 1H-pyrrole-2,5-dicarboxylate N1C(=CC=C1C(=O)OCC)C(=O)OCC